(2R,4R)-1-(2-(benzo[c][1,2,5]oxadiazol-5-ylmethoxy)-4-((2-bromo-[1,1'-biphenyl]-3-yl)methoxy)-5-nitrobenzyl)-4-hydroxypyrrolidine-2-carboxylic acid N=1ON=C2C1C=CC(=C2)COC2=C(CN1[C@H](C[C@H](C1)O)C(=O)O)C=C(C(=C2)OCC=2C(=C(C=CC2)C2=CC=CC=C2)Br)[N+](=O)[O-]